6-(4-methoxypyridin-3-yl)-4-methyl-1-(4-((2R,3S)-2-methyl-3-((methylsulfonyl)methyl)azetidin-1-yl)-6-(pyrrolidin-3-yl)pyridin-2-yl)-1H-pyrazolo[4,3-c]pyridine COC1=C(C=NC=C1)C1=CC2=C(C(=N1)C)C=NN2C2=NC(=CC(=C2)N2[C@@H]([C@H](C2)CS(=O)(=O)C)C)C2CNCC2